OCCOC1=CC(=C(C=C1)C1(C2=CC=CC=C2C=2C=CC=CC12)C1=C(C=C(C=C1)OCCO)C1=CC=CC=C1)C1=CC=CC=C1 9,9-bis[4-(2-hydroxyethoxy)-2-phenylphenyl]fluorene